NC=1C=CC2=C(N=C(O2)NC=2OC3=C(N2)C=C(C=C3)F)C1 5-amino-2-(5-fluoro-1,3-benzoxazol-2-ylamino)-1,3-benzoxazole